N-((S)-1-(7-chloro-3-methoxyquinoxalin-2-yl)ethyl)-2-methylpropane-2-sulfinamide ClC1=CC=C2N=C(C(=NC2=C1)[C@H](C)NS(=O)C(C)(C)C)OC